(R)-4-(1-(4-(3-fluoro-5-(trifluoromethyl)phenyl)-1-(4-(trifluoromethyl)benzyl)-1H-indol-7-amido)ethyl)benzoic acid FC=1C=C(C=C(C1)C(F)(F)F)C1=C2C=CN(C2=C(C=C1)C(=O)N[C@H](C)C1=CC=C(C(=O)O)C=C1)CC1=CC=C(C=C1)C(F)(F)F